COC1=C(C=CC=C1)[C@H]1[C@@H](C1)NCC[C@]1(CCOC2(CCCC2)C1)C1=NC=CC=C1 |o1:14| rel-trans-2-(2-methoxyphenyl)-N-(2-(9-(pyridin-2-yl)-6-oxaspiro[4.5]decan-9-yl)ethyl)cyclopropan-1-amine